C(N)(=O)C=1C=C(C=CC1F)NC(=O)[C@@H]1O[C@](C[C@@H]1C1=C(C(=C(C=C1)F)F)OC)(C(F)(F)F)C (2R,3R,5R)-N-(3-Carbamoyl-4-fluoro-phenyl)-3-(3,4-Difluoro-2-methoxy-phenyl)-5-methyl-5-(trifluoromethyl)tetrahydrofuran-2-carboxamid